2-methyl-2-(3-fluoro-4-methoxy-phenyl)trans-3-hexenedioic acid CC(C(=O)O)(\C=C\CC(=O)O)C1=CC(=C(C=C1)OC)F